(2-methoxy-6-(1H-pyrrolo[2,3-b]pyridin-5-yl)pyridin-3-yl)-5-methyl-3-phenylisoxazole-4-carboxamide COC1=NC(=CC=C1NC(=O)C=1C(=NOC1C)C1=CC=CC=C1)C=1C=C2C(=NC1)NC=C2